1,3-diphenyldibenzo[b,d]furan-2,6,7,8,9-d5-4-amine C1(=CC=CC=C1)C1=C(C(=C(C=2OC3=C(C21)C(=C(C(=C3[2H])[2H])[2H])[2H])N)C3=CC=CC=C3)[2H]